BrC=1C=CC2=C(N=C(S2)CC2CCNCC2)C1 5-bromo-2-(piperidin-4-ylmethyl)benzo[d]thiazole